(E)-4-(4-((4-methyloct-3-en-1-yl)oxy)phenyl)butan-2-one C\C(=C/CCOC1=CC=C(C=C1)CCC(C)=O)\CCCC